chlorobis(2,2-dimethylpropyl)gallium Cl[Ga](CC(C)(C)C)CC(C)(C)C